(1s,2s)-2-ethyl-N-(5-(6-methoxy-[1,2,4]triazolo[1,5-a]pyridin-2-yl)-8-(methylamino)-2,7-naphthyridin-3-yl)cyclopropane-1-carboxamide C(C)[C@@H]1[C@H](C1)C(=O)NC=1N=CC2=C(N=CC(=C2C1)C1=NN2C(C=CC(=C2)OC)=N1)NC